CC=1C(=C(N=NC1C)SC=1C=C(C=CC1)C)C1=NOC[C@@H](N1)C=1SC(=CC1)C |r| (5RS)-3-[5,6-dimethyl-3-(m-tolylsulfanyl)pyridazin-4-yl]-5-(5-methyl-2-thienyl)-5,6-dihydro-4H-1,2,4-oxadiazine